(2S)-2-((benzyloxy)methyl)-4-methoxytetrahydrofuran C(C1=CC=CC=C1)OC[C@H]1OCC(C1)OC